ClC1=CC2=C(N=N1)C=C(N2CC)C2CCN(CC2)C(=O)OC(C)(C)C tert-butyl 4-{3-chloro-5-ethylpyrrolo[3,2-c]pyridazin-6-yl}piperidine-1-carboxylate